3-[(R)-(3-bromophenyl)(cyclobutyl)methyl]-4-methyl-4H-1,2,4-triazole BrC=1C=C(C=CC1)[C@H](C1=NN=CN1C)C1CCC1